2,3-dimethyl-3-[(1-oxo-2-propen-1-yl)amino]-2-butanesulfonic acid CC(C)(C(C)(NC(C=C)=O)C)S(=O)(=O)O